FC=1C=C(OC=2C=CC=C3CCN(CC23)C(C=C)=O)C=CC1 1-(8-(3-fluorophenoxy)-3,4-dihydroisoquinolin-2(1H)-yl)prop-2-en-1-one